NC=1C=NN(C1N)CCO 4,5-Diamino-1-(β-hydroxyethyl)-pyrazol